5-[methyl-(quinolin-6-ylmethyl)amino]-2-(pyridin-2-yl)-4,5,6,7-tetrahydro-2H-indazol-3-ol CN(C1CC2=C(N(N=C2CC1)C1=NC=CC=C1)O)CC=1C=C2C=CC=NC2=CC1